ClC=1C(=C(C=CC1)C(CCO)O)F 1-(3-chloro-2-fluorophenyl)propane-1,3-diol